[NH4+].C(C1=CC=CC=C1)OC1CC(C1)OCCCO 3-((1s,3s)-3-(benzyloxy)cyclobutoxy)propan-1-ol monoammonium